[I-].COC1=CC=C(C=C1)CCN 4-methoxyphenylethylamine iodide